2,4a,5,8a-tetramethyl-1,2,3,4,4a,7,8,8a-octahydronaphthalen-1-yl formate C(=O)OC1C(CCC2(C(=CCCC12C)C)C)C